3-(10-(6-chlorodibenzofuran-1-yl)anthracen-9-yl)-9-phenyl-9h-carbazole ClC1=CC=CC=2C3=C(OC21)C=CC=C3C3=C2C=CC=CC2=C(C2=CC=CC=C32)C=3C=CC=2N(C1=CC=CC=C1C2C3)C3=CC=CC=C3